methyl myristate mesylate S(C)(=O)(=O)O.C(CCCCCCCCCCCCC)(=O)OC